CN1N=C(C=C1C)Br 1,5-dimethyl-3-bromo-1H-pyrazole